C(C)C1C(=CC=C2C=C(C=C(C12)OS(=O)(=O)C(F)(F)F)O)F.NC(=[Se])[Se]CC diselenourethane (8-ethyl-7-fluoro-3-hydroxy-8,8a-dihydronaphthalen-1-yl)trifluoromethanesulfonate